3-chloro-5-(2-(4-((2-(4-(3-(4-(2-(2,6-dioxopiperidin-3-yl)-1,3-dioxoisoindolin-5-yl)piperazin-1-yl)azetidin-1-yl)piperidin-1-yl)pyrimidin-4-yl)methoxy)phenyl)propan-2-yl)benzonitrile ClC=1C=C(C#N)C=C(C1)C(C)(C)C1=CC=C(C=C1)OCC1=NC(=NC=C1)N1CCC(CC1)N1CC(C1)N1CCN(CC1)C=1C=C2C(N(C(C2=CC1)=O)C1C(NC(CC1)=O)=O)=O